N-(2-benzoylphenyl)-N-methyl-2-(perfluorophenoxy)acetamide C(C1=CC=CC=C1)(=O)C1=C(C=CC=C1)N(C(COC1=C(C(=C(C(=C1F)F)F)F)F)=O)C